FC1=C(C=C(C2=C1CCO2)CC2=CC(=C(C=C2)C(NCCOC)=O)F)C(=O)N[C@@H]2[C@H](COCC2)O 4-fluoro-7-(3-fluoro-4-((2-methoxyethyl)carbamoyl)-benzyl)-N-((3R,4S)-3-hydroxytetrahydro-2H-pyran-4-yl)-2,3-dihydrobenzofuran-5-carboxamide